C(C)(C)N1C[C@H](N(CC1)C1=CN=C(S1)C1=NNC(=C1C(C)C)C=1C=C(C=2N(C1)N=CN2)OC)C (R)-5-(4-isopropyl-2-methylpiperazin-1-yl)-2-(4-isopropyl-5-(8-methoxy-[1,2,4]triazolo[1,5-a]pyridin-6-yl)-1H-pyrazol-3-yl)thiazole